6-{[1-(L-α-asparaginyl)azetidin-3-yl]oxy}-3-(2-boronoethyl)-2-hydroxybenzoic acid N[C@@H](CC(=O)N1CC(C1)OC1=CC=C(C(=C1C(=O)O)O)CCB(O)O)C(N)=O